(S)-3-cyclopropyl-3-(3-(piperidin-4-ylmethoxy)phenyl)propanoic acid methyl ester COC(C[C@H](C1=CC(=CC=C1)OCC1CCNCC1)C1CC1)=O